N[C@H]1CN(C[C@@H](C1)F)C(=O)C1=CC2=C(N(C(=N2)C2=CC3=C(N2CC2CC2)C(=CS3)Br)C)C(=C1)OC ((3R,5R)-3-amino-5-fluoropiperidin-1-yl)(2-(3-bromo-4-(cyclopropylmethyl)-4H-thieno[3,2-b]pyrrol-5-yl)-7-methoxy-1-methyl-1H-benzo[d]imidazol-5-yl)methanone